(2R,3S,5R)-2-ethynyl-5-(2-fluoro-6-heptanamido-9H-purin-9-yl)-2-(hydroxymethyl)tetrahydrofuran-3-yl 3-(2-acetoxy-4,6-dimethylphenyl)-3-methylbutanoate C(C)(=O)OC1=C(C(=CC(=C1)C)C)C(CC(=O)O[C@@H]1[C@](O[C@H](C1)N1C2=NC(=NC(=C2N=C1)NC(CCCCCC)=O)F)(CO)C#C)(C)C